(R)-6-(3-Amino-6-(1-((5,5-dimethylmorpholin-2-yl)methyl)-1H-pyrazol-4-yl)pyrazin-2-yl)-2-(3,5-dimethoxyphenyl)pyridazin-3(2H)-on NC=1C(=NC(=CN1)C=1C=NN(C1)C[C@H]1CNC(CO1)(C)C)C=1C=CC(N(N1)C1=CC(=CC(=C1)OC)OC)=O